8-bromoquinoline-5-Carboxylic acid BrC1=CC=C(C=2C=CC=NC12)C(=O)O